4-bromo-6-chloro-pyridazin-3(2H)-one BrC=1C(NN=C(C1)Cl)=O